BrC1=CC=2C(N(C=3N(C2C=C1)C(C=1C=CC=CC1N3)=O)C3=CC=CC=C3)=O 3-bromo-6-phenyl-5H-quinazolino[3,2-a]quinazoline-5,12(6H)-dione